[(2R,3S,11bR)-9,10-dimethoxy-3-(2-methylpropyl)-1H,2H,3H,4H,6H,7H,11bH-pyrido[2,1-a]isoquinolin-2-yl]methyl 1-methanesulfonylpiperidine-3-carboxylate CS(=O)(=O)N1CC(CCC1)C(=O)OC[C@@H]1C[C@H]2N(CCC3=CC(=C(C=C23)OC)OC)C[C@H]1CC(C)C